BrC1=C(C=CC(=C1)CCC)C1=CC=CC=C1 bromo-4-propylbiphenyl